perfluoroheptanesulfonic acid sodium salt [Na+].FC(C(C(C(C(C(C(F)(F)F)(F)F)(F)F)(F)F)(F)F)(F)F)(S(=O)(=O)[O-])F